C(C)OC(CC1=C(C=C(C=C1)C)OC)OCC 1-(2,2-diethoxyethyl)-2-methoxy-4-methylbenzene